N1=CC=C(C=C1)\C=C\C1=CC=NC=C1 trans-1,2-bis(4-pyridyl)ethylene